1,3-bis(1-butylperoxyisopropyl)benzene ethyl-4-bromo-2-(4-bromophenoxy)butanoate C(C)OC(C(CCBr)OC1=CC=C(C=C1)Br)=O.C(CCC)OOC(C)(C)C1=CC(=CC=C1)C(C)(C)OOCCCC